(1R,3R)-3-cyano-3-methylcyclohexan C(#N)C1(CCCCC1)C